COC1=C(C=NC(=C1)C(F)(F)F)[C@@H]1[C@H](O[C@]([C@@H]1C)(C(F)(F)F)C)C(=O)NC1=CC(=NC=C1)C(=O)N (2S,3R,4R,5R)-4-[[3-[4-Methoxy-6-(trifluoromethyl)-3-pyridyl]-4,5-dimethyl-5-(trifluoromethyl)tetrahydrofuran-2-carbonyl]amino]pyridin-2-carboxamid